(R)-4-{2-[(5-(6-bromoquinolin-2-yl)pyridin-2-yl)oxy]ethyl}-1,3-dimethylpiperazin-2-one BrC=1C=C2C=CC(=NC2=CC1)C=1C=CC(=NC1)OCCN1[C@@H](C(N(CC1)C)=O)C